4-(dibutyl(pyridin-4-yl)stannyl)butan-1-ylium C(CCC)[Sn](CCC[CH2+])(C1=CC=NC=C1)CCCC